1,4-diphenylethynyl-benzene C1(=CC=CC=C1)C#CC1=CC=C(C=C1)C1=CC=CC=C1